(S)-N-((3-cyano-4-((1-(dimethylamino)-5-(4-fluorophenyl)pentan-3-yl)amino)-5-fluorophenyl)sulfonyl)-1-methoxycyclopentane-1-carboxamide C(#N)C=1C=C(C=C(C1N[C@H](CCN(C)C)CCC1=CC=C(C=C1)F)F)S(=O)(=O)NC(=O)C1(CCCC1)OC